CC1=C(C(CN1C1=C(C=CC=C1)C)(O)C1=CC=CC=C1)SC 5-methyl-4-(methylthio)-3-phenyl-1-tolyl-2,3-dihydro-1H-pyrrol-3-ol